1-(6-Bromo-2-methylquinolin-3-yl)dihydropyrimidine-2,4(1H,3H)-dione BrC=1C=C2C=C(C(=NC2=CC1)C)N1C(NC(CC1)=O)=O